N-(2,3-diaminobenzyl)azetidine-1-carboxamide NC1=C(CNC(=O)N2CCC2)C=CC=C1N